5-(6-((1S,6R,7R)-7-(aminomethyl)-7-(2-fluorophenyl)-3-azabicyclo[4.1.0]heptan-3-yl)-1H-pyrazolo[3,4-b]pyrazin-3-yl)-N-(methylsulfonyl)quinoline-8-carboxamide NC[C@@]1([C@@H]2CCN(C[C@H]12)C1=CN=C2C(=N1)NN=C2C2=C1C=CC=NC1=C(C=C2)C(=O)NS(=O)(=O)C)C2=C(C=CC=C2)F